FC=1C=C2CCN(CC2=CC1O)C(=O)OC(C)(C)C tert-butyl 6-fluoro-7-hydroxy-3,4-dihydroisoquinoline-2(1H)-carboxylate